[Na+].C(C)(C)(C)[N+](=CC1=C(C=CC=C1)S(=O)(=O)[O-])[O-] N-tert-Butyl-α-(2-sulfophenyl)nitrone sodium salt